heptane-1,2,3,5,6,7-hexathiol C(C(C(CC(C(CS)S)S)S)S)S